C(C)C1=C(SC=2C(N(C=C(C21)C2=C(C=CC(=C2)C(C)(C)O)OC2=C(C=C(C=C2C)F)C)C)=O)C(=O)N ethyl-4-(2-(4-fluoro-2,6-dimethylphenoxy)-5-(2-hydroxypropan-2-yl)phenyl)-6-methyl-7-oxo-6,7-dihydrothieno[2,3-c]pyridine-2-carboxamide